8-(3-phenoxylpropionylamino)caprylic acid O(C1=CC=CC=C1)CCC(=O)NCCCCCCCC(=O)O